C1COS1(=O)=O 2-ethanesultone